[2H]C(C)(C)N1C=NC(=C1C=1NC=C(N1)C(=O)NC1=NC=C(C=C1)N1CCN(CC1)C([2H])([2H])[2H])C1=CC=C(C=C1)F 2-[3-(1-deuterio-1-methyl-ethyl)-5-(4-fluorophenyl)imidazol-4-yl]-N-[5-[4-(trideuteriomethyl)piperazin-1-yl]-2-pyridyl]-1H-imidazole-4-carboxamide